FC(C1=C(C=CC(=C1)C(F)(F)F)CC(=O)NC1=CC=C(C=C1)F)(F)F 2-(2,4-bistrifluoromethylphenyl)-N-(4-fluorophenyl)acetamide